(2E)-2-(4-bromo-5-methoxy-2-oxopyridin-1(2H)-yl)-3-cyclobutyl-acrylic acid tert-butyl ester C(C)(C)(C)OC(/C(=C\C1CCC1)/N1C(C=C(C(=C1)OC)Br)=O)=O